ClC1=C(C(=CC=C1)Cl)N1C=2N(C3=C(C1=O)C=NC(=N3)NC3=CC(=C(C=C3)N3CCOCC3)CNC)CCN2 6-(2,6-dichlorophenyl)-2-((3-((methylamino)methyl)-4-morpholinylphenyl)amino)-8,9-dihydroimidazo[1,2-a]pyrimido[5,4-e]pyrimidin-5(6H)-one